7-[3-(hydroxymethyl)-3-methyl-indolin-1-yl]-N-(4-piperidylmethyl)thiazolo[5,4-d]pyrimidine-2-carboxamide OCC1(CN(C2=CC=CC=C12)C=1C2=C(N=CN1)SC(=N2)C(=O)NCC2CCNCC2)C